1-(cyclopropyl-methyl)-8-methylamino-3-(4-methylsulfonyl-phenyl)-8-phenyl-1,3-diazaspiro[4.5]decan-2-one C1(CC1)CN1C(N(CC12CCC(CC2)(C2=CC=CC=C2)NC)C2=CC=C(C=C2)S(=O)(=O)C)=O